N=1NN=NC1C1=CC=C(CCNC2=NC=3N(C(=N2)N)N=C(N3)C=3OC=CC3)C=C1 N5-(4-(2H-tetrazol-5-yl)phenethyl)-2-(furan-2-yl)-[1,2,4]triazolo[1,5-a][1,3,5]triazine-5,7-diamine